methyl 4-[3-[2,6-dichloro-4-[(2R)-3-hydroxy-2-methylazetidin-1-yl]benzoyl]-2,4-dihydro-1,3-benzoxazin-8-yl]-5-fluoro-2-(3-oxa-8-azabicyclo[3.2.1]octan-8-yl)benzoate ClC1=C(C(=O)N2COC3=C(C2)C=CC=C3C3=CC(=C(C(=O)OC)C=C3F)N3C2COCC3CC2)C(=CC(=C1)N1[C@@H](C(C1)O)C)Cl